(2S,4R)-1-((4-(difluoro(phenyl)methyl)benzoyl)glycyl)-4-(methylthio)pyrrolidine-2-carboxylic acid FC(C1=CC=C(C(=O)NCC(=O)N2[C@@H](C[C@H](C2)SC)C(=O)O)C=C1)(C1=CC=CC=C1)F